[K].[K].CC1=C2C(=C(C(=NC2=CC=C1)C)C)C tetra-methyl-quinoline dipotassium